methyl 6-(1,5-dioxa-9-azaspiro[5.5]undecan-9-yl)quinoline-4-carboxylate O1CCCOC12CCN(CC2)C=2C=C1C(=CC=NC1=CC2)C(=O)OC